ClC1=CC=C(C=C1)[C@@H](C1=CC=CC=C1)N1CCN(CC1)CCOCC(=O)O R-(-)-2-[2-[4-[(4-chlorophenyl)benzyl]-1-piperazinyl]ethoxy]acetic acid